COC1=CC=C2C(=CC=NC2=C1)OC1=CC=C(C=C1)S(=O)(N)=NC1=CC=CC=C1 4-((7-methoxyquinolin-4-yl)oxy)-N'-phenylbenzenesulfonimidamide